C(=CC1=CC=CC=C1)(O)O styrenediol